Dimethyl methoxymethylenemalonate COC=C(C(=O)OC)C(=O)OC